NC1=CC=C(C=C1)C1=CC=CC(=C1)N 4,5'-diaminobiphenyl